OCCOC1=C(C=C(C=C1)C(CCC=1SC(=CC1C(C)C)C1=CC=C(C=C1)C(F)(F)F)=O)C 1-(4-(2-hydroxyethoxy)-3-methylphenyl)-3-(3-isopropyl-5-(4-(trifluoromethyl)phenyl)thiophen-2-yl)propan-1-one